3-(methoxymethoxy)-6-methyl-2-vinyl-pyridine COCOC=1C(=NC(=CC1)C)C=C